FC=1C=C2C(=CC=NC2=CC1)[N+](=O)[O-] 6-fluoro-4-nitroquinoline